ClC1=CC=C(C(=O)NCCC2=CC=C(OC(C(=O)O)(C)C)C=C2)C=C1 2-(4-{2-[(4-Chlorobenzoyl)amino]ethyl}phenoxy)-2-methylpropanoic acid